[N].Cl hydrogen chloride nitrogen